1-tert-butyl-3-(4,4-difluorocyclohexyl)pyrazole-4-carboxylic acid C(C)(C)(C)N1N=C(C(=C1)C(=O)O)C1CCC(CC1)(F)F